ClC=1C(=C(C=CC1)C(C)NCCNC(OC(C)(C)C)=O)F tert-butyl N-[2-[1-(3-chloro-2-fluoro-phenyl)ethylamino]ethyl]carbamate